C(C)(C)(C)C1=CC=C(O[C@@H]2[C@H](CCCC2)OS(=O)([O-])CCC(F)(F)F)C=C1 (1S,2S)-trans-2-(4-(tert-butyl)phenoxy)cyclohexyl-3,3,3-trifluoropropyl-sulfite